ethyl 6-chloro-5-fluoro-4-[(2,2,2-trichloroacetyl) carbamoylamino]pyridine-3-carboxylate ClC1=C(C(=C(C=N1)C(=O)OCC)NC(NC(C(Cl)(Cl)Cl)=O)=O)F